(S)-1-[(S)-2-cyclopropyl-2-((S)-2-methylamino-propionylamino)-acetyl]-pyrrolidine-2-carboxylic acid (2-oxazol-2-yl-4-phenyl-thiazol-5-yl)-amide O1C(=NC=C1)C=1SC(=C(N1)C1=CC=CC=C1)NC(=O)[C@H]1N(CCC1)C([C@@H](NC([C@H](C)NC)=O)C1CC1)=O